ClC=1C(=NC(=NC1)NC=1C=C(C=NC1)N1C(CCC1)=O)C1=CC(=CC=C1)N1CCCCC1 1-(5-((5-chloro-4-(3-(piperidin-1-yl)phenyl)pyrimidin-2-yl)amino)pyridin-3-yl)pyrrolidin-2-one